2-phenyl-1-((1R*,5S*,9R*)-9-phenyl-4-oxa-1,3-diazabicyclo[3.3.1]non-6-en-3-yl)ethan-1-one C1(=CC=CC=C1)CC(=O)N1CN2CC=C[C@H](O1)[C@H]2C2=CC=CC=C2 |o1:15,17|